1-(2-Chlorophenyl)-3-(2-hydroxyphenyl)propane-1,3-dione ClC1=C(C=CC=C1)C(CC(=O)C1=C(C=CC=C1)O)=O